BrC1=C(C=C(C=C1)OC)C(CC1OC(C2=C(S1)C=CC=C2)=O)=O 2-(2-(2-bromo-5-methoxyphenyl)-2-oxoethyl)-4H-benzo[d][1,3]oxathiin-4-one